(1,3-dimethyltetrahydroindenyl)(methylcyclopentadienyl)dimethylzirconium CC1(CC(C2CC=CC=C12)C)[Zr](C)(C)C1(C=CC=C1)C